P(O)(O)(O)=S.C1(=CC=CC=C1)P(C1=CC=CC=C1)C1=CC=CC=C1 triphenylphosphine thiophosphoric acid salt